1-(4-nitrobenzyl)pyrrolidin [N+](=O)([O-])C1=CC=C(CN2CCCC2)C=C1